C[C@@H]1COCCN1C1=CC(=C2C(=N1)N(N=C2)C2=NN(C=C2)COCC[Si](C)(C)C)CC#N (R)-2-(6-(3-methylmorpholino)-1-(1-((2-(trimethylsilyl)ethoxy)methyl)-1H-pyrazol-3-yl)-1H-pyrazolo[3,4-b]pyridin-4-yl)acetonitrile